C(C1=CC=CC=C1)OCC[C@H]1[C@@H](C1)C(=O)OC(C)(C)C (1R,2S)-tert-butyl 2-(2-(benzyloxy)ethyl)cyclopropanecarboxylate